C(C1=CC=CC=C1)(=O)C=1N2C=CC=C2C=C(C1)C(=O)N(CC)CC 5-Benzoyl-N,N-diethylindolizine-7-formamide